4-amino-N-cyclopropyl-3-(2-hydroxyethoxy)benzamide NC1=C(C=C(C(=O)NC2CC2)C=C1)OCCO